NC=1N=C(SC1C(=O)C1=CC(=NO1)C(=O)O)NC1=CC=C(C=C1)F 5-[4-Amino-2-(4-fluoroanilino)thiazole-5-carbonyl]isoxazole-3-carboxylic acid